methacryloyloxymethyl-trimethyl-ammonium bromide [Br-].C(C(=C)C)(=O)OC[N+](C)(C)C